C1(C=CC(N1C1=CC=C(OC2=CC=C(C=C2)C(C)(C)C2=CC=C(C=C2)OC2=CC=C(C=C2)N2C(C=CC2=O)=O)C=C1)=O)=O bis[4-(4-maleimidophenoxy)phenyl]propane